ClC=1C=CC(=NC1)O[C@@H]1CN[C@@H](C1)COC(F)F 5-chloro-2-(((3S,5S)-5-((difluoromethoxy)methyl)pyrrolidin-3-yl)oxy)pyridine